C(C)OC1=C(O[C@H]2CN(CCC2)C2=CN=CC(=N2)NC2=NC=CC(=N2)N2C[C@@H](CCC2)/C=C/C(=O)OCC)C=CC=C1 Ethyl (E)-3-((S)-1-(2-((6-((R)-3-(2-ethoxyphenoxy)piperidin-1-yl)pyrazin-2-yl)amino)pyrimidin-4-yl)piperidin-3-yl)acrylate